Br.CC1=C(C=CC(=C1)C)SC1=C(C=CC=C1)N1CCNCC1 1-[2-(2,4-Dimethylphenylsulfanyl)-phenyl]piperazine HBr